[C@@H]12N(C[C@@H](NC1)C2)C=2C(C(C2N(C2=CC=CC=C2)CC2=C(C=C(C=C2)C=2OC(=NN2)C(F)F)F)=O)=O 3-[(1S,4S)-2,5-diazabicyclo[2.2.1]heptane-2-yl]-4-[N-[[4-[5-(difluoromethyl)-1,3,4-oxadiazol-2-yl]-2-fluoro-phenyl]methyl]anilino]cyclobut-3-ene-1,2-dione